1,5-Dimethyl (4R)-4-[[(tert-butoxy)carbonyl]amino]-2,2-dimethylpentanedioate C(C)(C)(C)OC(=O)N[C@H](CC(C(=O)OC)(C)C)C(=O)OC